N1CCC(CC1)C1=NC(=NC=C1)N1C[C@H]2N(C=3C(=NN=C(C3)C3=C(C=CC=C3)O)NC2)CC1 (S)-2-(8-(4-(piperidin-4-yl)pyrimidin-2-yl)-6,6a,7,8,9,10-hexahydro-5H-pyrazino[1',2':4,5]pyrazino[2,3-c]pyridazin-2-yl)phenol